acryl-piperidine C(=O)(C=C)N1CCCCC1